(E)-4-benzyl-3-(3-(2-trifluoromethylphenyl)acryloyl)oxazolidine-2-one C(C1=CC=CC=C1)C1N(C(OC1)=O)C(\C=C\C1=C(C=CC=C1)C(F)(F)F)=O